((3r,5r)-3-amino-5-fluoropiperidin-1-yl)(2-(6-chloro-1-(cyclopropylmethyl)-1H-pyrrolo[2,3-b]pyridin-2-yl)-4-methoxy-3-methylpyrazolo[1,5-a]pyridin-6-yl)methanone N[C@H]1CN(C[C@@H](C1)F)C(=O)C=1C=C(C=2N(C1)N=C(C2C)C2=CC=1C(=NC(=CC1)Cl)N2CC2CC2)OC